(4-[(OXOLAN-3-YLOXY)METHYL]PHENYL)BORANEDIOL O1CC(CC1)OCC1=CC=C(C=C1)B(O)O